2-(2-methoxy-4-nitrophenyl)-3-(4-nitro-phenyl)-5-(2,4-disulpho-phenyl)-2H-tetrazolium COC1=C(C=CC(=C1)[N+](=O)[O-])N1[NH2+]C(=NN1C1=CC=C(C=C1)[N+](=O)[O-])C1=C(C=C(C=C1)S(=O)(=O)O)S(=O)(=O)O